CCC(C(C)(C)C)(C)N[Ti](C)(C)C1C=CC=C1 tetramethylcyclopentadienyl-tert-butylamino-dimethyltitanium